benzyl (((di-t-butoxyphosphoryl) oxy) methyl) phthalate C(C=1C(C(=O)OCOP(=O)(OC(C)(C)C)OC(C)(C)C)=CC=CC1)(=O)OCC1=CC=CC=C1